iso-amyl n-butyrate C(CCC)(=O)OCCC(C)C